5-{4-[4-(3,5-dicyclopropylpyridin-2-yl)piperazine-1-carbonyl]phenyl}-5-ethylimidazolidine-2,4-dione C1(CC1)C=1C(=NC=C(C1)C1CC1)N1CCN(CC1)C(=O)C1=CC=C(C=C1)C1(C(NC(N1)=O)=O)CC